3-[5-[1-[2-[4-[7-benzyloxy-5-fluoro-6-(1,1,4-trioxo-1,2,5-thiadiazolidin-2-yl)-2-naphthyl]pyrazol-1-yl]acetyl]-4-piperidyl]-3-methyl-2-oxo-benzimidazol-1-yl]piperidine-2,6-dione C(C1=CC=CC=C1)OC1=C(C(=C2C=CC(=CC2=C1)C=1C=NN(C1)CC(=O)N1CCC(CC1)C1=CC2=C(N(C(N2C)=O)C2C(NC(CC2)=O)=O)C=C1)F)N1S(NC(C1)=O)(=O)=O